[Cl-].C(CCCCCCC)[N+]1=CC=CC=C1 N-octyl-pyridinium chloride salt